C(N)(=O)C=1C=NC=CN1 3-carbamoylpyrazine